ClC1=CC=C(C=C1)[C@@H]1CN(C[C@H]1O)C(=O)C1=CC(=NN1)C1=CN=NC=C1 [(3R,4S)-3-(4-chlorophenyl)-4-hydroxy-pyrrolidin-1-yl]-(3-pyridazin-4-yl-1H-pyrazol-5-yl)methanone